C(C)N1CCOCC1 n-ethylmorpholine